tri-methyl-n-propyl-ammonium C[N+](CCC)(C)C